FC1([C@H]2CNC[C@@H]12)F (1S,5R)-6,6-difluoro-3-azabicyclo[3.1.0]hexane